FC(C(C1=CC=C(C=C1)C(F)(F)F)N(S(=O)(=O)N1CCOCC1)C)F N-(2,2-difluoro-1-(4-(trifluoromethyl)phenyl)ethyl)-N-methylmorpholine-4-sulfonamide